C(C)N1C(=CC2=C1C(N(C=C2C=2SC(=CC2OC2=C(C=C(C=C2C)F)C)CC(C)(C)O)C)=O)C(=O)N Ethyl-4-(3-(4-fluoro-2,6-dimethylphenoxy)-5-(2-hydroxy-2-methylpropyl)thiophen-2-yl)-6-methyl-7-oxo-6,7-dihydro-1H-pyrrolo[2,3-c]pyridine-2-carboxamide